1-Methyl-6-(pyridin-2-yl)-N-(pyridin-3-ylmethyl)-1H-pyrazolo[3,4-d]pyrimidin-4-amine CN1N=CC=2C1=NC(=NC2NCC=2C=NC=CC2)C2=NC=CC=C2